FC(OC=1C=C(C=NC1)C=1N=C(C(=NC1)NC(=O)C=1C(=NOC1C)C1=CC=CC=C1)OC)F [5-[5-(difluoromethoxy)-3-pyridinyl]-3-methoxy-pyrazin-2-yl]-5-methyl-3-phenyl-isoxazole-4-carboxamide